Tri-ethylene glycol methyl ether methacrylate C(C(=C)C)(=O)OCCOCCOCCOC